C[C@]1(C(NCC1)=O)C=1OC(=NN1)C=1C(=NC=CC1)NC1=CC=C(C=C1)S(F)(F)(F)(F)F (3R)-3-methyl-3-[5-[2-[4-(pentafluoro-λ6-sulfanyl)anilino]-3-pyridyl]-1,3,4-oxadiazol-2-yl]pyrrolidin-2-one